COC(=O)C=1C(=NOC1CC)CC 3,5-diethylisoxazole-4-carboxylic acid methyl ester